N-butyl-1-(2-fluorophenyl)-N-((2-fluorophenyl)(4-(tributylsilyl)phenyl)phosphaneyl)-1-(4-(tributylsilyl)phenyl)phosphanamine C(CCC)N(P(C1=CC=C(C=C1)[Si](CCCC)(CCCC)CCCC)C1=C(C=CC=C1)F)P(C1=CC=C(C=C1)[Si](CCCC)(CCCC)CCCC)C1=C(C=CC=C1)F